(3S,5R,6S)-3-allyl-5-(3-chlorophenyl)-6-(4-chlorophenyl)-1-((S)-1-(isopropylthio)-3-methylbutan-2-yl)-3-methylpiperidin-2-one C(C=C)[C@@]1(C(N([C@@H]([C@H](C1)C1=CC(=CC=C1)Cl)C1=CC=C(C=C1)Cl)[C@H](CSC(C)C)C(C)C)=O)C